FC(C1=NC(=NO1)C=1C=C2CC[C@H](C2=CC1)NC(=O)C=1C=NN(C1)C)F (R)-N-(5-(5-(difluoromethyl)-1,2,4-oxadiazol-3-yl)-2,3-dihydro-1H-inden-1-yl)-1-methyl-1H-pyrazole-4-carboxamide